(5-(4-((1-phenylethyl)amino)quinazolin-6-yl)pyridin-3-yl)methanol C1(=CC=CC=C1)C(C)NC1=NC=NC2=CC=C(C=C12)C=1C=C(C=NC1)CO